(2-(6-fluoropyridin-3-yl)pyrimidin-4-yl)methanol FC1=CC=C(C=N1)C1=NC=CC(=N1)CO